FC1=C(C(=O)N2[C@@H]3[C@H](C[C@H]([C@H]2C2=CC=C(C=C2)NC2CCOCC2)C(=O)NC=2C=C4C=NN(C4=CC2)C)CCC3)C(=CC=C1)C (2S,3R,4aS,7aS)-1-(2-fluoro-6-methyl-benzoyl)-N-(1-methylindazol-5-yl)-2-[4-(tetrahydropyran-4-ylamino)phenyl]-2,3,4,4a,5,6,7,7a-octahydrocyclopenta[b]pyridine-3-carboxamide